FC(C1=CC=C(C=C1)N1N=C(C=2C1=NC=CC2)C=2C=C(C=CC2)NC(C=C)=O)(F)F N-(3-(1-(4-(trifluoromethyl)phenyl)-1H-pyrazolo[3,4-b]pyridin-3-yl)phenyl)acrylamide